dec-1,5-dien C=CCCC=CCCCC